2-[4-(cyclopentylamino)phenyl]-5-hydroxy-N-[4-methyl-3-(trifluoromethyl)phenyl]pyridine-3-carboxamide C1(CCCC1)NC1=CC=C(C=C1)C1=NC=C(C=C1C(=O)NC1=CC(=C(C=C1)C)C(F)(F)F)O